7-((4-(2,6-dimethylmorpholino)phenyl)amino)-4-(3-(methylamino)propyl)-2H-benzo[b][1,4]oxazin-3(4H)-one CC1OC(CN(C1)C1=CC=C(C=C1)NC=1C=CC2=C(OCC(N2CCCNC)=O)C1)C